CN([C@H]1CN(CCC1)C(=O)C1=NN(C(=C1)C1=CC=C(C#N)C=C1)C1=CC=C(C=C1)C)C (R)-4-(3-(3-(Dimethylamino)piperidin-1-carbonyl)-1-(p-tolyl)-1H-pyrazol-5-yl)benzonitril